tert-butyl 2-((diphenylmethylene)amino)-3-(pyridin-3-yl)propanoate C1(=CC=CC=C1)C(C1=CC=CC=C1)=NC(C(=O)OC(C)(C)C)CC=1C=NC=CC1